pyrrolidine-5-carbonitrile N1CCCC1C#N